FC=1C=C2CCC=3N(C2=NC1)N=C(N3)C3CCN(CC3)C(=O)OC(C(F)(F)F)C(F)(F)F 1,1,1,3,3,3-hexafluoropropan-2-yl 4-(7-fluoro-4,5-dihydro-[1,2,4]triazolo[1,5-a][1,8]naphthyridin-2-yl)piperidine-1-carboxylate